1-(4-(3-Aminobenzo[d]isoxazol-4-yl)phenyl)-3-(5-(tert-butyl)isoxazol-3-yl)urea NC1=NOC2=C1C(=CC=C2)C2=CC=C(C=C2)NC(=O)NC2=NOC(=C2)C(C)(C)C